bismuth tert-pentoxide CCC(C)(C)[O-].[Bi+3].CCC(C)(C)[O-].CCC(C)(C)[O-]